1'-(Z-butyl)5'-methyl-(5'S)-3-oxo-3,4-dihydrospiro[benzo[b][1,4]oxazine-2,3'-pyrrolidine] C(CCC)N1CC2(C[C@@H]1C)C(NC1=C(O2)C=CC=C1)=O